Ethyl 2-(1-propan-2-ylpyrazol-4-yl)pyrazolo[1,5-a]pyrimidine-3-carboxylate CC(C)N1N=CC(=C1)C1=NN2C(N=CC=C2)=C1C(=O)OCC